4-methyl-N-(p-tolyl)-2-(2H-1,2,3-triazol-2-yl)pentanamide CC(CC(C(=O)NC1=CC=C(C=C1)C)N1N=CC=N1)C